C1CC12NCC(OC2)C2=NC=1C(=NC=CC1C1CCN(CC1)C(=O)C1=CC=C(C=C1)OC(F)(F)F)N2 [4-[2-(7-oxa-4-azaspiro[2.5]octan-6-yl)-3H-imidazo[4,5-b]pyridin-7-yl]-1-piperidyl]-[4-(trifluoromethoxy)phenyl]methanone